S1C=NC(=C1)C[C@@H](CSC(C1=CC=CC=C1)(C1=CC=CC=C1)C1=CC=CC=C1)NC(OCC1C2=CC=CC=C2C=2C=CC=CC12)=O (9H-fluoren-9-yl)methyl (S)-(1-(thiazol-4-yl)-3-(tritylthio)propan-2-yl)carbamate